FC(OC=1C=C(C(=C(C1)F)[N+]#[C-])OC)F 5-(difluoromethoxy)-1-fluoro-2-isocyano-3-methoxybenzene